C(#N)CCCCCCCC(C)C#N 1,8-dicyanononane